N-[(2S)-6-[(1R,4R)-5-(2,2-difluoroethyl)-2,5-diazabicyclo[2.2.1]heptan-2-yl]-2-(hydroxymethyl)-2-methyl-3H-benzofuran-5-yl]pyrazolo[1,5-a]pyrimidine-3-carboxamide FC(CN1[C@H]2CN([C@@H](C1)C2)C2=CC1=C(C[C@@](O1)(C)CO)C=C2NC(=O)C=2C=NN1C2N=CC=C1)F